4-(5-fluoro-4-(3-(hydroxymethyl)-5-methyl-1H-pyrazol-4-yl)pyrimidin-2-yl)piperazine-1-carboxylic acid tert-butyl ester C(C)(C)(C)OC(=O)N1CCN(CC1)C1=NC=C(C(=N1)C=1C(=NNC1C)CO)F